(S)-5-((6,7-Dihydro-4H-pyrazolo[5,1-c][1,4]oxazin-3-yl)ethynyl)-N-(2-hydroxy-3-phenylpropyl)-N-methylnicotinamide N1=CC(=C2COCCN21)C#CC=2C=NC=C(C(=O)N(C)C[C@H](CC1=CC=CC=C1)O)C2